perfluoro-2,5-dimethyl-3,6-dioxononanoyl chloride FC(C(=O)Cl)(C(C(C(C(C(C(C(F)(F)F)(F)F)(F)F)=O)(C(F)(F)F)F)(F)F)=O)C(F)(F)F